[5-(2,4-difluorophenyl)-1,3,4-thiadiazol-2-yl]-[rac-(4S,7R)-4,7-dimethyl-7-(1-methylpyrazol-4-yl)-4,6-dihydrothieno[3,2-c]pyridin-5-yl]methanone FC1=C(C=CC(=C1)F)C1=NN=C(S1)C(=O)N1[C@H](C2=C([C@@](C1)(C=1C=NN(C1)C)C)SC=C2)C |r|